C(C)[C@]12[C@H]3CC[C@@]4([C@H](CC[C@H]4[C@@H]3CC[C@@H]2C[C@](CC1)(C)O)[C@](CN1N=CC(=C1)C#N)(C)O)C 1-((S)-2-((3R,5R,8S,9S,10S,13S,14S,17S)-10-ethyl-3-hydroxy-3,13-dimethylhexadecahydro-1H-cyclopenta[a]phenanthren-17-yl)-2-hydroxypropyl)-1H-pyrazole-4-carbonitrile